C(C)OC(CC(=O)NC=1C(=NC=CC1)C(=O)OC)=O methyl 3-[(3-ethoxy-3-oxo-propanoyl)amino]pyridine-2-carboxylate